1-{2-[(2R,3S)-3-hydroxy-2-methylazetidin-1-yl]Pyrimidin-5-yl}urea O[C@@H]1[C@H](N(C1)C1=NC=C(C=N1)NC(=O)N)C